ClC1=C(OCC2=CC=CC(=N2)C=2CN(CC2)CC2=NC3=C(N2C[C@H]2OCC2)C=C(C=C3)C(=O)OC)C=CC(=C1)Cl Methyl (S)-2-((3-(6-((2,4-dichlorophenoxy)methyl)pyridin-2-yl)-2,5-dihydro-1H-pyrrol-1-yl)methyl)-1-(oxetan-2-ylmethyl)-1H-benzo[d]imidazole-6-carboxylate